CC1=CC(=CC(=C1)P(C2=C(C3=CC=CC=C3C=C2)C4=C(C=CC5=CC=CC=C54)P(C6=CC(=CC(=C6)C)C)C7=CC(=CC(=C7)C)C)C8=CC(=CC(=C8)C)C)C (S)-(-)-2,2'-bis[di(3,5-xylyl)phosphino]-1,1'-binaphthyl